O=C1N(C(CC1)=O)OC(CN1CCOCC1)=O 2-morpholinyl-acetic acid 2,5-dioxopyrrolidin-1-yl ester